C(C1=CC=CC=C1)O[C@@](CCC=C)(C(F)(F)F)C1=NN=C(O1)C1=NC(=C(C=C1N(C(OC(C)(C)C)=O)C(=O)OC(C)(C)C)C(F)(F)F)O tert-butyl N-[2-[5-[(1R)-1-benzyloxy-1-(trifluoromethyl)pent-4-enyl]-1,3,4-oxadiazol-2-yl]-6-hydroxy-5-(trifluoromethyl)-3-pyridyl]-N-tert-butoxycarbonyl-carbamate